4-Chloro-6-(3-methoxy-2-methylphenyl)-2-(1-methyl-1H-imidazol-2-yl)-5-(tetrahydro-2H-pyran-4-yl)pyrrolo[2,1-f][1,2,4]triazine ClC1=NC(=NN2C1=C(C(=C2)C2=C(C(=CC=C2)OC)C)C2CCOCC2)C=2N(C=CN2)C